COC(=O)C1=C(C2=C(C3=NC=C(C=C3N2[C@@H](C2CCOCC2)C2=CC=CC=C2)Br)S1)C(C)C (S)-6-bromo-3-isopropyl-4-(phenyl-(tetrahydro-2H-pyran-4-yl)methyl)-4H-thieno[2',3':4,5]pyrrolo[3,2-b]pyridine-2-carboxylic acid methyl ester